(6-Chloro-2,3-dihydro-1H-inden-5-yl)hydrazine hydrochloride Cl.ClC1=C(C=C2CCCC2=C1)NN